6'-{3-[(phenylmethanesulfonyl)amino]propoxy}-2',3'-dihydrospiro[cyclohexane-1,1'-indene]-4-carboxylic acid methyl ester COC(=O)C1CCC2(CCC3=CC=C(C=C23)OCCCNS(=O)(=O)CC2=CC=CC=C2)CC1